3-chloro-2-(6-((6-((2-hydroxyethyl)amino)pyrimidin-4-yl)amino)-1H-pyrazolo[4,3-c]pyridin-1-yl)benzonitrile ClC=1C(=C(C#N)C=CC1)N1N=CC=2C=NC(=CC21)NC2=NC=NC(=C2)NCCO